6-(4-(1,4-Dimethyl-1H-pyrazol-5-yl)piperidin-1-yl)-4-(3-oxoazetidin-1-yl)-2-(trifluoromethyl)nicotinonitrile CN1N=CC(=C1C1CCN(CC1)C1=NC(=C(C#N)C(=C1)N1CC(C1)=O)C(F)(F)F)C